2,2-dimethyl-5-((2-(trimethylsilyl) ethoxy) carbonylamino)-tetrahydro-2H-pyran-4-yl (4S,5S)-methanesulfonate CS(=O)(=O)OC1CC(OCC1NC(=O)OCC[Si](C)(C)C)(C)C